ClC=1C=CC(=NC1)C1=CC=C2C(=N1)SC=N2 5-(5-chloropyridin-2-yl)thiazolo[5,4-b]pyridin